I.C12NCC(CC1)C2 2-azabicyclo[2.2.1]Heptane hydroiodide